C(CC=1C(O)=CC=C(O)C1)(=O)[O-] HOMOGENTISATE